(R)-1-(4-(2-(3,4-dimethoxyphenyl)-3-isopropyl-1H-indol-5-yl)piperidin-1-yl)-2-(3-(4-(2-(pyrrolidin-1-yl)ethyl)piperazine-1-carbonyl)piperidin-1-yl)ethan-1-one COC=1C=C(C=CC1OC)C=1NC2=CC=C(C=C2C1C(C)C)C1CCN(CC1)C(CN1C[C@@H](CCC1)C(=O)N1CCN(CC1)CCN1CCCC1)=O